(R)-4-((1-(3-(difluoromethyl)-2-fluorophenyl)ethyl)amino)-N,N,2-trimethyl-7-(prop-1-en-2-yl)pyrido[2,3-d]pyrimidine-6-carboxamide FC(C=1C(=C(C=CC1)[C@@H](C)NC=1C2=C(N=C(N1)C)N=C(C(=C2)C(=O)N(C)C)C(=C)C)F)F